[6-(2,2-difluoro-1-methylcyclopropyl)-2-pyridinyl]Trimethyl-stannane FC1(C(C1)(C)C1=CC=CC(=N1)[Sn](C)(C)C)F